C(C)(C)(C)OC(=O)O[C@@H]1[C@H]([C@H](N(C1)C(=O)OC(C)(C)C)CC1=CC=C(C=C1)OC)OC(CC=1SC=CC1)=O tert-butyl (2R,3S,4S)-4-[(tert-butoxycarbonyl)oxy]-2-[(4-methoxyphenyl)methyl]-3-{[2-(thiophen-2-yl)acetyl]oxy}pyrrolidine-1-carboxylate